((2R,3S)-3-acetoxy-6-(6-benzamido-9H-purin-9-yl)tetrahydro-2H-pyran-2-yl)methyl acetate C(C)(=O)OC[C@H]1OC(CC[C@@H]1OC(C)=O)N1C2=NC=NC(=C2N=C1)NC(C1=CC=CC=C1)=O